C1(C=CC(N1C1=NC(=CC=C1)N1C(C=CC1=O)=O)=O)=O 2,6-bismaleimidylpyridine